2-[2-[2-[3-(Dibenzylamino)-2-fluoro-1-methyl-propoxy]ethoxy]ethoxy]acetic acid C(C1=CC=CC=C1)N(CC(C(OCCOCCOCC(=O)O)C)F)CC1=CC=CC=C1